FC1=C(C=CC=C1F)C(=C)C=1C2=C(C(N(C1)C)=O)N(C=C2)S(=O)(=O)C2=CC=C(C)C=C2 4-(1-(2,3-difluorophenyl)vinyl)-6-methyl-1-tosyl-1,6-dihydro-7H-pyrrolo[2,3-c]pyridin-7-one